ClC1=C(CN2N=C(C3=CC=CC=C23)C(=O)Cl)C=CC(=C1)Cl 1-(2,4-dichlorobenzyl)-1H-indazole-3-carbonyl chloride